2-(6-(((R)-1-((S)-2-Hydroxypropyl)piperidin-3-yl)amino)pyridazin-3-yl)-3-methyl-5-(trifluoromethyl)phenol O[C@H](CN1C[C@@H](CCC1)NC1=CC=C(N=N1)C1=C(C=C(C=C1C)C(F)(F)F)O)C